phenyl valproate formate C(=O)O.C(C(CCC)CCC)(=O)OC1=CC=CC=C1